1,3-diphenyl-1H-isoindolecarboxylic acid ethyl ester C(C)OC(=O)C1(N=C(C2=CC=CC=C12)C1=CC=CC=C1)C1=CC=CC=C1